COC1(CCC(CC1)C1=CC=C(C=C1)B1OC(C(O1)(C)C)(C)C)C 2-(4-(4-methoxy-4-methylcyclohexyl)phenyl)-4,4,5,5-tetramethyl-1,3,2-dioxaborolane